N1(C=NC=2C=NC=CC21)CC2=CC=C(C=C2)B(O)O 4-(imidazo[4,5-c]pyridin-1-ylmethyl)phenylboronic acid